4-chloro-2-(1H-pyrazol-3-yl)-1-((2-(trimethylsilyl)ethoxy)methyl)-1H-pyrrole ClC=1C=C(N(C1)COCC[Si](C)(C)C)C1=NNC=C1